4-[1-(3-fluoropropyl)azetidin-3-yl]oxyphenol FCCCN1CC(C1)OC1=CC=C(C=C1)O